C1(CCCC1)OC1=C(C=C(COC2=CC=3C4=C(NC3C=C2)C(CC4)CC(=O)O)C=C1)C(F)(F)F 2-(7-(4-(cyclopentyloxy)-3-(trifluoromethyl)benzyloxy)-1,2,3,4-tetrahydrocyclopenta[b]indol-3-yl)acetic acid